O=C1NC(CCC1N1C(N(C2=C1C=CC=C2C2CCN(CC2)CC2=C(C#N)C=CC=C2)C)=O)=O 2-((4-(1-(2,6-dioxopiperidin-3-yl)-3-methyl-2-oxo-2,3-dihydro-1H-benzo[d]imidazol-4-yl)piperidin-1-yl)methyl)benzonitrile